FC(S(=O)(=O)C=1C=C(C=CC1)NCC1=C(C=CC=C1)NC(OC(C)(C)C)=O)(F)F tert-Butyl (2-(((3-((trifluoromethyl)sulfonyl)phenyl)amino)methyl)phenyl)carbamate